5-(5-chloropyridin-2-yl)-3-(5'-fluoro-4,6'-dimethyl-[3,4'-bipyridin]-2'-yl)-1,2,4-oxadiazole ClC=1C=CC(=NC1)C1=NC(=NO1)C1=NC(=C(C(=C1)C=1C=NC=CC1C)F)C